CN1CCN(CC1)C1=CC=CC(=N1)NC=1C=CC(=C2CNC(C12)=O)C1=C2C(=NC=C1)N(C=C2)C 7-[[6-(4-methylpiperazin-1-yl)-2-pyridyl]amino]-4-(1-methylpyrrolo[2,3-b]pyridin-4-yl)isoindolin-1-one